COC([C@H](CC1=CC=C(C=C1)OC)NC(=O)C1(COC1)NC(CN1CCOCC1)=O)=O (S)-3-(4-methoxyphenyl)-2-(3-(2-morpholinoacetamido)oxetane-3-carboxamido)propanoic acid methyl ester